2-(4-(8-((4-(4-(2-(dimethylamino)ethyl)piperazine-1-carbonyl)-3-ethylphenyl)amino)imidazo[1,2-a]pyrazin-3-yl)-2,3-difluorophenoxy)acetonitrile CN(CCN1CCN(CC1)C(=O)C1=C(C=C(C=C1)NC=1C=2N(C=CN1)C(=CN2)C2=C(C(=C(OCC#N)C=C2)F)F)CC)C